CC=1C=C(C=CC1C)C1C(C2=CC=CC=C2C1)=O 2-(3,4-dimethylphenyl)-1-indanone